CN(S(=O)(=O)C=1C=C(C2=C(CCO2)C1)NC1=NC=C(C(=N1)NCCCN1C(CCCC1)=O)C(F)(F)F)C N,N-dimethyl-7-[[4-[3-(2-oxo-1-piperidyl)propylamino]-5-(trifluoromethyl)pyrimidin-2-yl]amino]-2,3-dihydrobenzofuran-5-sulfonamide